3,4-Dimethoxythiophenol COC=1C=C(C=CC1OC)S